NCCOCCOCCNC(OCC1=CC=CC=C1)=O Benzyl (2-(2-(2-aminoethoxy)ethoxy)ethyl)carbamate